FC(C(=O)O)(F)F.C1C(CC12CCNCC2)=O 7-azaspiro[3.5]nonan-2-one trifluoroacetate salt